phenylpropionyl-L-cysteinate C1(=CC=CC=C1)CCC(=O)N[C@@H](CS)C(=O)[O-]